(2R)- and (2S)-1-(benzofuran-3-yl)-N-methylpropan-2-amine O1C=C(C2=C1C=CC=C2)C[C@@H](C)NC |r|